FC(C(F)(F)F)CCCCCCCCCCCCCCCCCCCCCC tetrafluorotetracosane